BrC1=CC(=C(C=C1)N1CCC(CC1)CN1CCC(CC1)C=1C=C2CN(C(C2=CC1)=O)C1C(NC(CC1)=O)=O)F 3-[5-(1-[[1-(4-bromo-2-fluorophenyl)piperidin-4-yl]methyl]piperidin-4-yl)-1-oxo-3H-isoindol-2-yl]piperidine-2,6-dione